ClC1=C(C(=O)NC(C(=O)N[C@H]2C[C@H](C2)C(=O)O)C)C=CC=C1Cl cis-3-[[2-[(2,3-Dichlorobenzoyl)amino]-1-oxopropyl]amino]cyclobutanecarboxylic acid